7-((4-(2-fluoro-6-(methylcarbamoyl)pyridin-3-yl)piperazin-1-yl)methyl)-6-fluoro-2-methylpyrazolo[1,5-a]quinoxalin-4(5H)-one FC1=NC(=CC=C1N1CCN(CC1)CC=1C(=C2NC(C=3N(C2=CC1)N=C(C3)C)=O)F)C(NC)=O